N(C1=CC=CC=C1)C1=CC=C(C=C1)NC(C=CC1=CC=CC=C1)=O N-(4-anilinophenyl)cinnamamide